CC(CCCC=CCC=CCCCCCCCC(=O)O)C 17-methyl-9,12-octadecadienoic acid